CC=1N=C(C(=NC1)C1=NOC(N1)=O)NC1=CC=C(C=C1)C(F)(F)F 3-[5-methyl-3-[4-(trifluoromethyl)anilino]pyrazin-2-yl]-4H-1,2,4-oxadiazol-5-one